ClC=1C=C(C=CC1F)C1=CN(C2=C1C(N(C=C2)CC(=O)N2CC(C2)(C)F)=O)C2=NN(C=N2)C 3-(3-chloro-4-fluorophenyl)-5-(2-(3-fluoro-3-methylazetidin-1-yl)-2-oxoethyl)-1-(1-methyl-1H-1,2,4-triazol-3-yl)-1H-pyrrolo[3,2-c]pyridin-4(5H)-one